N-(6'-((2-bromophenyl)selanyl)-[1,1':3',1''-terphenyl]-2-yl)picolinamide BrC1=C(C=CC=C1)[Se]C1=CC=C(C=C1C1=C(C=CC=C1)NC(C1=NC=CC=C1)=O)C1=CC=CC=C1